3-oxo-3H-spiro[isobenzofuran-1,9'-xanthene]-6-carboxylate O=C1OC2(C3=CC=CC=C3OC=3C=CC=CC23)C2=CC(=CC=C12)C(=O)[O-]